N1=C(C=CC=C1)NCC1CN(C1)C(=O)C1=CC2=CC=CC(=C2C=C1)OC1=CC=C(C=C1)C(F)(F)F (3-((Pyridin-2-ylamino)methyl)azetidin-1-yl)(5-(4-(trifluoromethyl)-phenoxy)naphthalen-2-yl)methanone